4-((2-hydroxyethyl)sulfonamido)-N-(1-isopropyl-2-oxo-1,2-dihydropyridin-3-yl)-2-(6-azaspiro[2.5]octan-6-yl)benzamide OCCS(=O)(=O)NC1=CC(=C(C(=O)NC=2C(N(C=CC2)C(C)C)=O)C=C1)N1CCC2(CC2)CC1